(4-((5-chloro-6-methylpyridin-2-yl)amino)-3-(1-methyl-1H-imidazol-4-yl)phenyl)acrylamide ClC=1C=CC(=NC1C)NC1=C(C=C(C=C1)C(C(=O)N)=C)C=1N=CN(C1)C